N-(2-(4-(2-(2-Aminopyridin-3-yl)-5-phenyl-3H-imidazo[4,5-b]pyridin-3-yl)benzyl)-2-azaspiro[3.3]heptan-6-yl)-3-formyl-4-hydroxybenzamide NC1=NC=CC=C1C1=NC=2C(=NC(=CC2)C2=CC=CC=C2)N1C1=CC=C(CN2CC3(C2)CC(C3)NC(C3=CC(=C(C=C3)O)C=O)=O)C=C1